C(C)(C)(C)OC(=O)N1CC2=CC=CC=C2C[C@H]1[C@@H](CNC(=O)C1=C(C2=C(CN(C2=O)CC2=CC=CC=C2)S1)OCC)O (S)-3-((R)-2-(5-benzyl-3-ethoxy-4-oxo-5,6-dihydro-4H-thieno[2,3-c]pyrrole-2-carboxamido)-1-hydroxyethyl)-3,4-dihydroisoquinoline-2(1H)-carboxylic acid tert-butyl ester